FC=1C=C(C(=O)N(C)C)C=C(C1COC1=COC(=CC1=O)CN1CC2=CC=CC=C2C1)F 3,5-difluoro-4-(((6-(isoindolin-2-ylmethyl)-4-oxo-4H-pyran-3-yl)oxy)methyl)-N,N-dimethylbenzamide